C1(=CC=CC=C1)C=1C2=CC=CC=C2N=C2C=CCC(C12)=O 9-phenylacridineOne